3,4-difluoro-2-((2-fluoro-4-methylphenyl)amino)-5-vinylbenzoic acid FC=1C(=C(C(=O)O)C=C(C1F)C=C)NC1=C(C=C(C=C1)C)F